(R)-3-((2-fluoro-4-(piperazin-1-yl)phenyl)amino)piperidine-2,6-dione FC1=C(C=CC(=C1)N1CCNCC1)N[C@H]1C(NC(CC1)=O)=O